NCC(CCC(=O)O)=O 5-aminolevulinic acid